ethyl 3-(2-(((2-((1S,2S)-2-(3-chlorophenyl)cyclopropane-1-carboxamido)pyridin-4-yl)amino)methyl)-6-cyclopropylimidazo[1,2-a]pyridin-8-yl)propanoate ClC=1C=C(C=CC1)[C@@H]1[C@H](C1)C(=O)NC1=NC=CC(=C1)NCC=1N=C2N(C=C(C=C2CCC(=O)OCC)C2CC2)C1